butyl (S)-(1-(4-carbamoylphenyl)-3-hydroxypropan-2-yl)carbamate C(N)(=O)C1=CC=C(C=C1)C[C@@H](CO)NC(OCCCC)=O